C(C1=CC=CC=C1)OCCOC=1C=C(OCCN)C=CC1 2-(3-(2-(benzyloxy)ethoxy)phenoxy)ethanamine